butyl dodecenoate CCCCCCCCCC=CC(=O)OCCCC